FC(CCC(=O)N1CC2CCC(C1)N2C2=NC=C(C#N)C=C2)(C=2C=NC=C(C2)OC)F 6-(3-(4,4-difluoro-4-(5-methoxypyridin-3-yl)butanoyl)-3,8-diazabicyclo[3.2.1]octan-8-yl)nicotinonitrile